BrC=1C(N(C=C2N=CC(=NC21)OCC(F)F)C2=CC1=CN(N=C1C=C2)C)=O 8-bromo-2-(2,2-difluoroethoxy)-6-(2-methyl-2H-indazol-5-yl)pyrido[3,4-b]pyrazin-7(6H)-one